3-(5-(methylthio)-4-(3,4,5-trimethylphenyl)-4H-1,2,4-triazol-3-yl)propan-1-ol tert-butyl-2-((((9H-fluoren-9-yl)methoxy)carbonyl)amino)-2-(2,2-difluorobenzo[d][1,3]dioxol-4-yl)acetate C(C)(C)(C)C(C(=O)OCCCC1=NN=C(N1C1=CC(=C(C(=C1)C)C)C)SC)(C1=CC=CC=2OC(OC21)(F)F)NC(=O)OCC2C1=CC=CC=C1C=1C=CC=CC21